N-(ethyl)-2,2-diisopropylbutanamide C(C)NC(C(CC)(C(C)C)C(C)C)=O